(2S,3S)-1-[3-cyano-6-methyl-4-(trifluoromethyl)-2-pyridyl]-N-(3-fluorophenyl)-3-hydroxy-N-methyl-pyrrolidine-2-carboxamide C(#N)C=1C(=NC(=CC1C(F)(F)F)C)N1[C@@H]([C@H](CC1)O)C(=O)N(C)C1=CC(=CC=C1)F